C1C(CC2=CC=CC=C12)NC1=NC=C(C=N1)C=1C=C(C=CC1)NC(=O)C1=CC2=C(NN=N2)C=C1F N-(3-(2-((2,3-dihydro-1H-inden-2-yl)amino)pyrimidin-5-yl)phenyl)-6-fluoro-1H-benzo[d][1,2,3]triazole-5-carboxamide